glycidyl methacrylate butyl-methacrylate C(CCC)OC(C(=C)C)=O.C(C(=C)C)(=O)OCC1CO1